(4-amino-1-piperidyl)-phenyl-methanone NC1CCN(CC1)C(=O)C1=CC=CC=C1